Ethyl 2-(2-Chloro-8-cyclopropyl-5-oxothieno[3',2':4,5]pyrrolo[1,2-d][1,2,4]triazin-6(5H)-yl)acetate ClC1=CC=2C=C3N(C(=NN(C3=O)CC(=O)OCC)C3CC3)C2S1